CC1(OC2=CC(=C(C(=C2C2[C@H]1CCC(=C2)C)O)O)CCCCC)C (6Ar)-6,6,9-trimethyl-3-pentyl-6a,7,8,10a-tetrahydrobenzo[c]chromene-1,2-diol